ClC=1C(=NC2=CC=C(C=C2N1)C)NCC1=CC=C(C=C1)Cl 3-chloro-N-(4-chlorobenzyl)-6-methylquinoxalin-2-amine